2-fluoro-3-hydroxy-3-methylbutyl-4-(isopropylamino)quinoline-3-carboxamide FC(CC1=NC2=CC=CC=C2C(=C1C(=O)N)NC(C)C)C(C)(C)O